ClC1=C(N(C(C2=C(C=CC=C12)C1=NC=C(N=C1)N1CCN(CC1)C)=O)C1=CC=CC=C1)[C@H](C)NC=1C2=C(N=CN1)NC=CC2=O (S)-4-((1-(4-chloro-8-(5-(4-methylpiperazin-1-yl)pyrazin-2-yl)-1-oxo-2-phenyl-1,2-dihydroisoquinolin-3-yl)ethyl)amino)pyrido[2,3-d]pyrimidin-5(8H)-one